2-(2,6-difluorophenyl)-N-(1-(1-(tetrahydro-2H-pyran-4-yl)piperidin-4-yl)-1H-pyrazol-4-yl)-8,9-dihydro-7H-cyclopenta[3,4]pyrazolo[1,5-a][1,3,5]triazin-4-amine FC1=C(C(=CC=C1)F)C1=NC=2N(C(=N1)NC=1C=NN(C1)C1CCN(CC1)C1CCOCC1)N=C1C2CCC1